ethyl 2-(3-fluoro-4-methylsulfonyl-anilino)-4-[[(1S,2R)-2-hydroxyindan-1-yl]amino]pyrimidine-5-carboxylate FC=1C=C(NC2=NC=C(C(=N2)N[C@@H]2[C@@H](CC3=CC=CC=C23)O)C(=O)OCC)C=CC1S(=O)(=O)C